(1-(6-(2,3-dichlorophenyl)pyrido[2,3-b]pyrazin-2-yl)-4-methylpiperidin-4-yl)methanamine ClC1=C(C=CC=C1Cl)C=1C=CC=2C(=NC=C(N2)N2CCC(CC2)(C)CN)N1